[C@H]12CN(C[C@H](CC1)N2)C2=NC(=NC1=C(C(=CC=C21)C2=CC(=CC1=CC=CC=C21)O)F)N2CC1(CNC1)CC2 4-(4-((1R,5S)-3,8-diazabicyclo[3.2.1]octan-3-yl)-8-fluoro-2-(2,6-diazaspiro[3.4]octan-6-yl)quinazolin-7-yl)naphthalen-2-ol